NC=1C=C(C=C2C=C(N=CC12)NC(=O)[C@H]1[C@@H](C1)C#N)C1=C2C(=CN=C1)N(C=C2)C trans-N-(8-amino-6-(1-methyl-1H-pyrrolo[2,3-c]pyridin-4-yl)isoquinolin-3-yl)-2-cyanocyclopropane-1-carboxamide